BrC=1N=C(SC1)C=1SC=CN1 bromo-[2,2'-bithiazole]